(2R,4S,5R,6R)-6-((1R,2R)-3-(2-(4-ethynylphenyl)acetamido)-1,2-dihydroxypropyl)-4-hydroxy-5-(2-hydroxyacetamido)-2-((6-pentanamidohexyl)oxy)tetrahydro-2H-pyran-2-carboxylic acid C(#C)C1=CC=C(C=C1)CC(=O)NC[C@H]([C@@H](O)[C@H]1[C@@H]([C@H](C[C@@](O1)(C(=O)O)OCCCCCCNC(CCCC)=O)O)NC(CO)=O)O